CS(=O)[C@H]1CN(CC1)C(=O)OCC1=CC=CC=C1 Benzyl (3R)-3-methanesulfinylpyrrolidine-1-carboxylate